N-(3-Aminopropyl)-1,3-propandiamin NCCCNCCCN